N1C=CC2=C(C=CC=C12)NC(=O)C=1OC=CC1 N-(4-indolyl)-2-furancarboxamide